4-[4-[6-(cyclopropylmethoxymethyl)-2-pyridyl]-2,6-difluoro-phenoxy]butanoic acid C1(CC1)COCC1=CC=CC(=N1)C1=CC(=C(OCCCC(=O)O)C(=C1)F)F